sodium propylthiosulphate C(CC)OS(=S)(=O)[O-].[Na+]